(S)-2-(2,5-difluoro-4-(6-((2-fluoro-4-((2-methyloxazol-5-yl)ethynyl)benzyl)oxy)pyridin-2-yl)benzyl)-1-(oxetan-2-ylmethyl)-1H-benzo[d]imidazole-6-carboxylic acid FC1=C(CC2=NC3=C(N2C[C@H]2OCC2)C=C(C=C3)C(=O)O)C=C(C(=C1)C1=NC(=CC=C1)OCC1=C(C=C(C=C1)C#CC1=CN=C(O1)C)F)F